3,3'-methanediylbis(1H-indole) C(C1=CNC2=CC=CC=C12)C1=CNC2=CC=CC=C12